(S)-9-(tert-Butoxycarbonyl)-2,6-dioxa-9-azaspiro[3.6]decane-7-carboxylic acid C(C)(C)(C)OC(=O)N1C[C@H](OCC2(COC2)C1)C(=O)O